C1(CCCC2C3CCCCC3CC=C12)C(=O)[O-] dodecahydrophenanthrene-1-carboxylate